7-(2-((4-fluorophenyl)ethynyl)-4-(3-(2-(pyridin-3-yl)ethyl)ureido)phenyl)-2-methyl-4-oxoquinazolin FC1=CC=C(C=C1)C#CC1=C(C=CC(=C1)NC(=O)NCCC=1C=NC=CC1)C1=CC=C2C(NC(=NC2=C1)C)=O